(2S)-3-[3-(1-Cyclohexylpyrazol-4-yl)phenyl]-2-[(3R)-pyrrolidin-3-yl]propanoic acid hydrochloride Cl.C1(CCCCC1)N1N=CC(=C1)C=1C=C(C=CC1)C[C@H](C(=O)O)[C@@H]1CNCC1